(R)-2-(2-chloropyridin-4-yl)-3-(3,5-difluorophenyl)isoxazolidine ClC1=NC=CC(=C1)N1OCC[C@@H]1C1=CC(=CC(=C1)F)F